(2s,4r)-(1-((5-methoxy-7-methyl-1H-indol-4-yl)methyl)-4-(oxetan-3-ylamino)piperidin-2-yl)benzoic acid COC=1C(=C2C=CNC2=C(C1)C)CN1[C@@H](C[C@@H](CC1)NC1COC1)C1=C(C(=O)O)C=CC=C1